(S)-ethyl 2-(1-(tert-butoxycarbonyl)pyrrolidin-2-yl)-4-(4-((5-methylpyridin-2-yl)carbamoyl) phenyl)-1H-imidazole-5-carboxylate C(C)(C)(C)OC(=O)N1[C@@H](CCC1)C=1NC(=C(N1)C1=CC=C(C=C1)C(NC1=NC=C(C=C1)C)=O)C(=O)OCC